azodiimidazoline N(=NN1C=NCC1)N1C=NCC1